N-(3-((4-acetylpiperazin-1-yl)sulfonyl)-4-methylphenyl)-2-(4,5-dichloro-6-oxopyridazin-1(6H)-yl)acetamide C(C)(=O)N1CCN(CC1)S(=O)(=O)C=1C=C(C=CC1C)NC(CN1N=CC(=C(C1=O)Cl)Cl)=O